5-phenylpyrazine-2,3-diamine C1(=CC=CC=C1)C=1N=C(C(=NC1)N)N